rel-N-(5-((1R,3S)-3-((4-isopropylpyridazin-3-yl)oxy)cyclopentyl)-1H-pyrazol-3-yl)-3-(methoxymethyl)-1-methyl-1H-pyrazole-5-carboxamide C(C)(C)C1=C(N=NC=C1)O[C@@H]1C[C@@H](CC1)C1=CC(=NN1)NC(=O)C1=CC(=NN1C)COC |o1:10,12|